Hex-2-endinitril C(C=CCCC#N)#N